C(C)N(C(C1=C(C=CC(=C1)F)OC=1C(=NC=NC1)N1CC=2CN(CC2C1)C(C(CC1=CC=C(C=C1)F)(NC)C)=O)=O)C(C)C N-ethyl-5-fluoro-2-((4-(5-(3-(4-fluorophenyl)-2-methyl-2-(methylamino)propionyl)-3,4,5,6-tetrahydropyrrolo[3,4-c]pyrrol-2(1H)-yl)pyrimidin-5-yl)oxy)-N-isopropylbenzamide